(2S)-2-(4-(1H-indol-5-oxymethyl)benzyl)amino-propionamide N1C=CC2=CC(=CC=C12)OCC1=CC=C(CN[C@H](C(=O)N)C)C=C1